dihydroimidazo[1,5-a]pyrazin C1NCN2C1=CN=CC2